NC=1C(=C(C=C2C=C(N=CC12)NC(OC1[C@@H]2CN(C[C@H]12)S(=O)(=O)C)=O)C1=C(C2=C(OCCN2)N=C1)C)F (1R,5S,6r)-3-(Methylsulfonyl)-3-azabicyclo[3.1.0]hexan-6-yl (8-amino-7-fluoro-6-(8-methyl-2,3-dihydro-1H-pyrido[2,3-b][1,4]oxazin-7-yl)isoquinolin-3-yl)carbamate